B(O)(O)CCCC[C@](N)(C(=O)O)CO 6-borono-2-(hydroxymethyl)norleucine